[4,7-Bis(3,5-dimethylphenyl)-2-methyl-1H-inden-1-yl]-[6-tert-butyl-4-(3,5-dimethylphenyl)-5-methoxy-2-methyl-1H-inden-1-yl]dimethylsilane CC=1C=C(C=C(C1)C)C1=C2C=C(C(C2=C(C=C1)C1=CC(=CC(=C1)C)C)[Si](C)(C)C1C(=CC2=C(C(=C(C=C12)C(C)(C)C)OC)C1=CC(=CC(=C1)C)C)C)C